(S)-4-(4-aminopyrimidin-2-yl)-2-(cyanomethyl)piperazine NC1=NC(=NC=C1)N1C[C@@H](NCC1)CC#N